methyl (1,2,2,6,6-pentamethyl-4-piperidinyl)sebacate CN1C(CC(CC1(C)C)C(C(=O)OC)CCCCCCCC(=O)[O-])(C)C